trans-N-[3-(2-fluoro-6-methoxyphenyl)-1-{[2-(trimethylsilyl)ethoxy]methyl}pyrrolo[2,3-b]pyridin-6-yl]-2-formylcyclopropane-1-carboxamide FC1=C(C(=CC=C1)OC)C1=CN(C2=NC(=CC=C21)NC(=O)[C@H]2[C@@H](C2)C=O)COCC[Si](C)(C)C